(S)-2-(4-(4-chloro-6-oxo-1,6-dihydropyridine-3-carbonyl)-3,3-dimethylpiperazin-1-yl)-N-(5-(2,4-difluorophenoxy)pyrazin-2-yl)propanamide ClC=1C(=CNC(C1)=O)C(=O)N1C(CN(CC1)[C@H](C(=O)NC1=NC=C(N=C1)OC1=C(C=C(C=C1)F)F)C)(C)C